CC1(OCCC1NC=1N=NC=C2C1C=NC=C2)C 4-((2,2-dimethyltetrahydrofuran-3-yl)amino)pyrido[3,4-d]pyridazin